C1(CCCCC1)(C(=O)[O-])C(=O)[O-].[Zn+2] zinc cyclohexanediate